S1C=C(C=C1)C1=C(OCC=2N=CNC2)C=CC=C1 4-((2-(thiophen-3-yl)phenoxy)methyl)-1H-imidazole